4-bromo-1H-pyrazole-3,5-dicarboxylic acid diethyl ester C(C)OC(=O)C1=NNC(=C1Br)C(=O)OCC